(S)-2-amino-3-(4-(7-chloro-3-cyclopropyl-2-oxo-2,3-dihydro-1H-benzo[d]imidazol-1-yl)phenyl)propionic acid methyl ester COC([C@H](CC1=CC=C(C=C1)N1C(N(C2=C1C(=CC=C2)Cl)C2CC2)=O)N)=O